1,1,3,3-tetramethylthiouronium hexafluorophosphate F[P-](F)(F)(F)(F)F.C[N+](=C(S)N(C)C)C